C(#N)C1=CC=C(C=C1)C[C@@H](C(=O)O)N(C)C(=O)OCC1C2=CC=CC=C2C=2C=CC=CC12 (2S)-3-(4-cyanophenyl)-2-[9H-fluoren-9-ylmethoxycarbonyl(methyl)amino]propanoic acid